C(CCCCCCCCO)O nonylene glycol